OC(CCCCCCCCCCCCCC(=O)O)CCCCCCCCCCC 15-Hydroxy-hexacosanoic acid